O1COC2=C1C=CC(=C2)C2=NOC(=N2)CSC2=NC(=CC(=C2)C)C 2-({[3-(2H-1,3-benzodioxol-5-yl)-1,2,4-oxadiazol-5-yl]methyl}sulfanyl)-4,6-dimethylpyridine